4-[(4-cyano-2-fluoro-6-methylphenyl)amino]-2-[(6-methoxy-2-methyl-1,2,3,4-tetrahydroisoquinolin-7-yl)amino]pyrimidine-5-carboxamide C(#N)C1=CC(=C(C(=C1)C)NC1=NC(=NC=C1C(=O)N)NC1=C(C=C2CCN(CC2=C1)C)OC)F